2-(4-bromo-2-fluorophenyl)acetamide BrC1=CC(=C(C=C1)CC(=O)N)F